1-(5-ethynyl-2-{[4-(4-methylpiperazin-1-yl)phenyl]amino}pyrido[2,3-d]pyrimidin-7-yl)-3-(oxolan-3-yl)urea C(#C)C1=CC(=NC=2N=C(N=CC21)NC2=CC=C(C=C2)N2CCN(CC2)C)NC(=O)NC2COCC2